COC=1C=C(C=C(C1OC)OC)C=1C=C(C(=NC1C(=O)N)C(=O)N)C1=CC(=C(C(=C1)OC)OC)OC Bis(3,4,5-trimethoxyphenyl)pyridine-2,6-dicarboxamide